N1(NB=CC=C1)O [1,2,3]DIAZABORININ-1-OL